BrC1=NN(C(=N1)OC1=CC(=CC(=C1)F)F)CCF 3-bromo-5-(3,5-difluorophenoxy)-1-(2-fluoroethyl)-1H-1,2,4-triazole